O=C1NC(CCC1N1C(C2=CC=CC(=C2C1=O)N1CCN(CC1)CC1CCN(CC1)NC(OC(C)(C)C)=O)=O)=O tert-butyl (4-((4-(2-(2,6-dioxopiperidin-3-yl)-1,3-dioxoisoindolin-4-yl)piperazin-1-yl)methyl)piperidin-1-yl)carbamate